1-phenyl-4-ethyl-1,3-octanedione C1(=CC=CC=C1)C(CC(C(CCCC)CC)=O)=O